N-Cyclopropyl-5-methyl-2-iso-propyl-cyclohexanecarboxamide C1(CC1)NC(=O)C1C(CCC(C1)C)C(C)C